CC1=C(C=C(C(=C1)NC1=CC(=CC=C1)C(F)(F)F)C)N=CN(C)CC N'-(2,5-dimethyl-4-((3-(trifluoromethyl)phenyl)amino)phenyl)-N-ethyl-N-methylformimidamide